BrC=1C(=C(C(=O)OC2=C(C(=C(C(=O)OC3=C(C(=C(C(=O)O)C(=C3C)C)C)C)C(=C2)C)C)C)C(=C(C1OC(C1=C(C=C(C=C1C)O)OC)=O)C)O)C 4-((4-((3-bromo-6-hydroxy-4-((4-hydroxy-2-methoxy-6-methylbenzoyl)oxy)-2,5-dimethylbenzoyl)oxy)-2,3,6-trimethylbenzoyl)oxy)-2,3,5,6-tetramethylbenzoic acid